N1=C(C=CC=C1)PC(C)(C)C 2-Pyridyltert-butyl-phosphine